ClC1=CC2=C(N(CCCC2O)C(=O)C2=C(C=C(C=C2)NC(C2=C(C=CC=C2)C)=O)C)C=C1 N-(4-(7-chloro-5-hydroxy-2,3,4,5-tetrahydro-1H-benzo[b]azepine-1-carbonyl)-3-methylphenyl)-2-methylbenzamide